NC(C)[C@@]1(OC2=C(C1)C(=C(C=C2)Cl)C2=C(C(=O)N)C=CC(=C2F)OC)C2=CC=CC=C2 2-((2S,4R)-2-(1-aminoethyl)-5-chloro-2-phenyl-2,3-dihydrobenzofuran-4-yl)-3-fluoro-4-methoxybenzamide